C(C)OC(=O)C=1NC2=C(C=CC(=C2C1)I)C1=C(C(=CC(=C1)F)F)F 4-iodo-7-[2,3,5-tris(fluoro)phenyl]-1H-indole-2-carboxylic acid ethyl ester